1-[(1R,5R)-2,6-Diazabicyclo[3.2.0]heptan-2-yl]ethan-1-one TFA salt OC(=O)C(F)(F)F.[C@@H]12N(CC[C@H]2NC1)C(C)=O